all-cis-6,9,12-octadecatrienoic acid methyl ester CCCCC/C=C\C/C=C\C/C=C\CCCCC(=O)OC